2-(1-(4-(((1R,2S,5R)-2-isopropyl-5-methylcyclohexyl)oxy)-4-oxobutyl)-6-methyl-2-oxo-1,2-dihydropyridin-4-yl)benzoic acid methyl ester COC(C1=C(C=CC=C1)C1=CC(N(C(=C1)C)CCCC(=O)O[C@H]1[C@@H](CC[C@H](C1)C)C(C)C)=O)=O